(S)- and (R)-2-((4-cyanophenethyl)amino)-2-phenyl-N-(6-(pyrrolidin-1-yl)-pyridin-3-yl)acetamide C(#N)C1=CC=C(CCN[C@H](C(=O)NC=2C=NC(=CC2)N2CCCC2)C2=CC=CC=C2)C=C1 |r|